N1=CC=CC2=CC=C(C=C12)N quinolin-7-amine